COC(C(CC(=O)OC)NCCC[SiH2]C(OC)OC)=O N-(3-dimethoxymethylsilylpropyl)aminosuccinic acid dimethyl ester